5-(2-fluoro-4-hydroxy-4'-(pyrrolidin-1-yl)-[1,1'-biphenyl]-3-yl)-1,2,5-thiadiazolidin-3-one 1,1-dioxide FC1=C(C=CC(=C1N1CC(NS1(=O)=O)=O)O)C1=CC=C(C=C1)N1CCCC1